CN(C(=O)C=1C(=NN(C1)C)C)C N,N,1,3-tetramethyl-1H-pyrazole-4-carboxamide